(Z)-3-amino-2-bromobut-2-enenitrile N\C(=C(\C#N)/Br)\C